FC(OC1=C(C=C(C=N1)C(=O)NCC=1C=NC=CC1OC(F)F)F)F 6-(difluoromethoxy)-N-{[4-(difluoromethoxy)pyridin-3-yl]methyl}-5-fluoropyridine-3-carboxamide